2-(tert-butylamino)-3-{(1S)-1-[5-fluoro-3-(1H-pyrazol-1-yl)pyridin-2-yl]ethoxy}quinoline-6-carbonitrile C(C)(C)(C)NC1=NC2=CC=C(C=C2C=C1O[C@@H](C)C1=NC=C(C=C1N1N=CC=C1)F)C#N